C(NC(=O)C=1N=NC(=CC1NC1=CC=CC=2C=3C([C@H](N(C12)C)C)=NN(N3)C)NC(=O)NC)([2H])([2H])[2H] (R)-N-(methyl-d3)-6-(3-methylureido)-4-((2,4,5-trimethyl-4,5-dihydro-2H-[1,2,3]triazolo[4,5-c]quinolin-6-yl)amino)pyridazine-3-carboxamide